(R)-3-(isoquinolin-4-yl)-2-oxo-1-(6-(trifluoromethyl)pyridin-3-yl)imidazolidine-4-carbonitrile C1=NC=C(C2=CC=CC=C12)N1C(N(C[C@@H]1C#N)C=1C=NC(=CC1)C(F)(F)F)=O